ClC(COC(NOC(C\C=C\CCCCCC)=O)=O)(Cl)Cl.FC(C1=NC=CC(=C1)C=1C=C2C=NC=NC2=C(C1)C=1C=C(C=CC1)NC(C=C)=O)(F)F N-(3-(6-(2-(trifluoromethyl)pyridin-4-yl)quinazolin-8-yl)phenyl)acrylamide 2,2,2-trichloroethyl-(E)-(dec-3-enoyloxy)carbamate